3-((5-Methoxy-4-(4-phenyl-2-(trifluoromethyl)piperazin-1-yl)pyrimidin-2-yl)amino)benzenesulfonamide COC=1C(=NC(=NC1)NC=1C=C(C=CC1)S(=O)(=O)N)N1C(CN(CC1)C1=CC=CC=C1)C(F)(F)F